[Na].[Fe] iron sodium